ClC=1C=C2CCN(CC2=C(C1)[C@H]1NCCOC1)C(=O)N1C[C@@H](CC1)OC (R)-3-(6-chloro-2-((R)-3-methoxypyrrolidine-1-carbonyl)-1,2,3,4-tetrahydroisoquinolin-8-yl)morpholine